[NH4+].N(=O)N(C1=CC=CC=C1)C1=CC=CC=C1 N-nitrosodiphenylamine, ammonium salt